4-Oxo-3,8-diazabicyclo[3.2.1]octane-2-carboxylic acid methyl ester COC(=O)C1C2CCC(C(N1)=O)N2